C(C1=CC=CC=C1)O[C@]1(C2=NN=C(C3=C(C=C(C(SCCCCCC1)=N3)C(F)(F)F)NC(OC(C)(C)C)=O)O2)C(F)(F)F tert-butyl N-[(6R)-6-benzyloxy-6,15-bis(trifluoromethyl)-19-oxa-13-thia-3,4,18-triazatricyclo[12.3.1.12,5]nonadeca-1(17),2,4,14(18),15-pentaen-17-yl]carbamate